tert-butyl (R)-4-(2-((5-chloro-2-methoxyphenyl)(1H-indole-2-yl)methyl)-3-oxoisoindole-5-yl)-3,6-dihydropyridine-1(2H)-carboxylate ClC=1C=CC(=C(C1)[C@@H](N1CC2=CC=C(C=C2C1=O)C=1CCN(CC1)C(=O)OC(C)(C)C)C=1NC2=CC=CC=C2C1)OC